N-tert-butyl-2-{[2-(4,5-dimethoxypyridin-2-yl)-5H,6H,7H-cyclopenta[d]pyrimidin-4-yl](methyl)amino}acetamide C(C)(C)(C)NC(CN(C)C=1C2=C(N=C(N1)C1=NC=C(C(=C1)OC)OC)CCC2)=O